6-(4-Fluoro-2-methylphenyl)-8-methoxy-N-((6-methylpyridazin-3-yl)methyl)quinazolin-4-amine FC1=CC(=C(C=C1)C=1C=C2C(=NC=NC2=C(C1)OC)NCC=1N=NC(=CC1)C)C